7-tert-butyl-3,4-dihydro-2H-1,5-benzodioxin-3-one C(C)(C)(C)C1=COC2C(OCC(C2)=O)=C1